tert-butyl 2-(4-hydroxyphenyl)-2,7-diazaspiro[3.5]nonane-7-carboxylate OC1=CC=C(C=C1)N1CC2(C1)CCN(CC2)C(=O)OC(C)(C)C